1-[(3-chlorobenzoyl)amino]-3-[4-(trifluoromethyl)phenyl]Thiourea ClC=1C=C(C(=O)NNC(=S)NC2=CC=C(C=C2)C(F)(F)F)C=CC1